C1(CC1)C=1N(C(=NN1)CCCNC(=O)NC1C(COCC1)C)CC 1-(3-(5-cyclopropyl-4-ethyl-4H-1,2,4-triazol-3-yl)propyl)-3-(3-methyltetrahydro-2H-pyran-4-yl)urea